NC1=C(C=CC=C1)C1=NC(=NC=C1)NC1=CC=C(C=C1)C 4-(2-aminophenyl)-N-(p-tolyl)pyrimidin-2-amine